S1[As](SCC1)C1=CC=C(C=C1)N(C(=O)C1=NOC(=C1)CC1=CC=CC=C1)CC1CCNCC1 N-(4-(1,3,2-dithiarsolan-2-yl)phenyl)-5-benzyl-N-(piperidin-4-ylmethyl)isoxazole-3-carboxamide